2-(p-chlorophenyl)-4H-chromone ClC1=CC=C(C=C1)C=1OC2=CC=CC=C2C(C1)=O